(3-isocyanatopropyl)benzene N(=C=O)CCCC1=CC=CC=C1